N1N=CC2=CC=C(C=C12)C(C#N)(C)C (1H-indazol-6-yl)-2-methylpropanenitrile